P(=O)(O)(O)O[C@@H](C(NCCC(=O)N[C@@H](CS)C(=O)O)=O)C(C)(C)CO phosphopantothenoyl-cysteine